FC(S(=O)(=N)C=1C=C(C=CC1)N1N=CC=C1C(=O)N)(F)F (3-(S-(trifluoromethyl)sulfonimidoyl)phenyl)-1H-pyrazole-5-carboxamide